OCC=1C=C2CN(CC2=CC1OC)C(CCC(=O)[O-])=O 4-[5-(hydroxymethyl)-6-methoxy-isoindolin-2-yl]-4-oxo-butanoate